ClC=1C=CC(=NC1)COC1=CC(N(C=C1)C1=CC=2C=C3N(C2C=C1)CCN(CC3)C3CCC3)=O 4-[(5-chloro-pyridin-2-yl)methoxy]-1-{3-cyclobutyl-1H,2H,3H,4H,5H-[1,4]diazepino[1,7-a]indol-9-yl}-1,2-dihydropyridin-2-one